1,2-dihydroxypropoxy-3-morpholinopropane OC(C(C)O)OCCCN1CCOCC1